C(C)(C)(C)C1=CC=C(C=C1)C1=C(CCP(O1)(OCC)=O)[Se]C1=CC=CC=C1 6-(4-(Tert-butyl)phenyl)-2-ethoxy-5-(phenylselanyl)-3,4-dihydro-1,2-oxaphosphinine 2-oxide